5-[3-(2,4-Diethylphenylamino)-2-hydroxypropyl]-1,3-oxazol-2(3H)-thione C(C)C1=C(C=CC(=C1)CC)NCC(CC1=CNC(O1)=S)O